NCCOC1=CC(=NC(=C1)C(=O)NC1=NC2=CC=CC=C2C(=C1)OCCN)C(=O)NC1=NC2=CC=CC=C2C(=C1)OCCN 4-(2-aminoethoxy)-N2,N6-Bis[4-(2-aminoethoxy)-2-quinolinyl]-2,6-pyridinedicarboxamide